C(N)(=O)OC[C@@H]1CC[C@H](CO1)NC([O-])=O ((3R,6S)-6-((carbamoyloxy)methyl)tetrahydro-2H-Pyran-3-yl)carbamate